O=C1N(C(C=C1)=O)CCCCCC(=O)NC=1C=CC(=C(C1)S(=O)(=O)O)C(=O)NN 5-(6-(2,5-dioxo-2,5-dihydro-1H-pyrrol-1-yl)hexanamido)-2-(hydrazinocarbonyl)-benzenesulfonic acid